N1=CC(=CC=C1)N1CCN(CC1)C=1SC2=C(N1)C=CC(=C2)C(=O)O 2-(4-(pyridin-3-yl)piperazin-1-yl)benzo[d]thiazole-6-carboxylic acid